3-(6-(4-(pyridin-2-yloxy)phenyl)quinazolin-8-yl)pyrrolidin hexahydropyrrolo[3,4-c]pyrrol-2(1H)-carboxylate C1N(CC2C1CNC2)C(=O)O.N2=C(C=CC=C2)OC2=CC=C(C=C2)C=2C=C1C=NC=NC1=C(C2)C2CNCC2